FC=1C=C(C(=O)N)C=CC1C1=NC=CC2=C1C=CN2 3-fluoro-4-(1H-pyrrolo[3,2-c]pyridin-4-yl)benzamide